NC1CC(C1)N1C[C@@H](CCC1)NC1=CC(=C(N=N1)C1=C(C=C(C=C1)C(F)(F)F)O)C 2-(6-(((R)-1-((1r*,3R*)-3-aminocyclobutyl)piperidin-3-yl)amino)-4-methylpyridazin-3-yl)-5-(trifluoromethyl)phenol